C(C)O\N=C(/C)\C=1C(NC(NC1)=O)=O (E)-5-(1-(ethoxyimino)ethyl)pyrimidine-2,4(1H,3H)-dione